2-butyloctyl 10-(n-decyl-4-(dimethylamino)butanamido)-19-(didecylamino)-19-oxononadecanoate C(CCCCCCCCC)C(CCC(=O)NC(CCCCCCCCC(=O)OCC(CCCCCC)CCCC)CCCCCCCCC(=O)N(CCCCCCCCCC)CCCCCCCCCC)N(C)C